(3R)-3-(hydroxymethyl)tetrahydropyrrole-1-carboxylic acid-2-methylpropan-2-yl ester CC(C)(C)OC(=O)N1C[C@@H](CC1)CO